OC1=CC=C(C=C1)C1=C(C(=NO1)C)NC(O[C@H](C)C1=C(C=CC=C1)Cl)=O (R)-1-(2-chlorophenyl)ethyl (5-(4-hydroxyphenyl)-3-methylisoxazol-4-yl)carbamate